ethyl 2-(2-ethoxy-4-formylphenoxy)hept-4-enoate C(C)OC1=C(OC(C(=O)OCC)CC=CCC)C=CC(=C1)C=O